CC1CNCCN1C(C1=CC(=CC=C1)C)=O 3-methyl-4-(3-methylbenzoyl)piperazine